CNC(CC1=C(C=CC=C1)NC1C2=C(C=3N(CC1)N=NC3C)C=CC(=C2)C=2C=NN(C2)C)=O N-methyl-2-(2-((1-methyl-9-(1-methyl-1H-pyrazol-4-yl)-6,7-dihydro-5H-benzo[c][1,2,3]triazolo[1,5-a]azepin-7-yl)amino)phenyl)acetamide